1-((2S,3R,4S,5R,6R)-2-(allyloxy)-3,5-bis(benzyloxy)-6-((benzyloxy)methyl)-2-vinyltetrahydro-2H-pyran-4-yl)-4-(3,4,5-trifluorophenyl)-1H-pyrazole C(C=C)O[C@]1(O[C@@H]([C@@H]([C@@H]([C@H]1OCC1=CC=CC=C1)N1N=CC(=C1)C1=CC(=C(C(=C1)F)F)F)OCC1=CC=CC=C1)COCC1=CC=CC=C1)C=C